CC1(COCC1)NC(O[C@H]1C[C@H](CC1)C1=CC(=NN1)NC(CC1=NC=C(N=C1)C(F)(F)F)=O)=O (1R,3S)-3-[3-({[5-(tri-fluoromethyl)pyrazin-2-yl]acetyl}amino)-1H-pyrazol-5-yl]cyclopentyl [(3ξ)-3-methyltetrahydro-furan-3-yl]carbamate